3-(2-methoxyethoxy)azetidine hydrochloride Cl.COCCOC1CNC1